(2R,4R)-1-(3-chloro-2-fluorobenzyl)-2-ethyl-4-((5-fluoro-2-((5-methyl-1H-pyrazol-3-yl)amino)pyrimidin-4-yl)methyl)piperidine-4-carboxylic acid ClC=1C(=C(CN2[C@@H](C[C@@](CC2)(C(=O)O)CC2=NC(=NC=C2F)NC2=NNC(=C2)C)CC)C=CC1)F